methyl 3-bromo-5-chloropicolinate BrC=1C(=NC=C(C1)Cl)C(=O)OC